CC=1N(C(=CC1)C)C1=NN2C(C=C(C=C2)C2=NC(=CC=C2F)C=2C=NN(C2)[C@H](CC)C2=NC=C(C=C2)F)=N1 |r| racemic-2-(2,5-dimethyl-1H-pyrrol-1-yl)-7-(3-fluoro-6-(1-(1-(5-fluoropyridin-2-yl)propyl)-1H-pyrazol-4-yl)pyridin-2-yl)-[1,2,4]triazolo[1,5-a]pyridine